C(C)OC=1N=CC2=C(N1)COC[C@H]2NC (S)-2-ethoxy-N-methyl-5,8-dihydro-6H-pyrano[3,4-d]pyrimidin-5-amine